4-bromo-2,3-difluorobenzoic acid BrC1=C(C(=C(C(=O)O)C=C1)F)F